(S)-7-(3-(4-(5-tosyl-5H-pyrrolo[2,3-b]pyrazin-7-yl)thiazol-2-yl)phenyl)-6,7-dihydro-5H-pyrrolo[1,2-a]imidazol-7-ol S(=O)(=O)(C1=CC=C(C)C=C1)N1C=C(C=2C1=NC=CN2)C=2N=C(SC2)C=2C=C(C=CC2)[C@]2(CCN1C2=NC=C1)O